2-[3-[7'-(4,6-diphenyl-1,3,5-triazin-2-yl)-9,9'-spirobi[fluoren]-2'-yl]phenyl]-1-phenyl-benzimidazole C1(=CC=CC=C1)C1=NC(=NC(=N1)C1=CC=CC=C1)C1=CC=C2C=3C=CC(=CC3C3(C4=CC=CC=C4C=4C=CC=CC34)C2=C1)C=1C=C(C=CC1)C1=NC2=C(N1C1=CC=CC=C1)C=CC=C2